COC1=C2C(NC(=NC2=CC(=C1)OC)C1=CC(=C(OCCOC(=O)ONS(=O)(=O)C=2SC(=CC2)C)C(=C1)C)C)=O N-((2-(4-(5,7-dimethoxy-4-oxo-3,4-dihydroquinazolin-2-yl)-2,6-dimethylphenoxy)ethoxy)carbonyloxy)-5-methylthiophene-2-sulfonamide